(R)-N-(pyrrolidin-3-yl)quinazolin-4-amine N1C[C@@H](CC1)NC1=NC=NC2=CC=CC=C12